5-((4-bromo-2-formyl-5-hydroxyphenoxy)methyl)nicotinonitrile BrC1=CC(=C(OCC=2C=NC=C(C#N)C2)C=C1O)C=O